C(=C)C1=CC=C(C=C1)C1=CC=C(C=C1)C(C)=O 1-(4'-vinyl-[1,1'-biphenyl]-4-yl)ethan-1-one